The molecule is an organic nitrogen anion formed from cyanamide by loss of its two protons. It is a conjugate base of a cyanamide. C(=[N-])=[N-]